C1(CC1)CCC(C1=CC=NC=C1)(S(=O)(=O)C)C=1C=CC(=C(C1)NC(OC)=O)F methyl 5-(3-cyclopropyl-1-(methylsulfonyl)-1-(pyridin-4-yl) propyl)-2-fluorophenylcarbamate